(7R)-2-(7-(4-fluoro-2-isopropoxyphenyl)-4-hydroxythieno[3,2-c]pyridin-6-yl)-7-methyl-6,7-dihydropyrazolo[1,5-a]pyrazine-5(4H)-carboxylic acid tert-butyl ester C(C)(C)(C)OC(=O)N1CC=2N([C@@H](C1)C)N=C(C2)C2=C(C1=C(C(=N2)O)C=CS1)C1=C(C=C(C=C1)F)OC(C)C